[N+](=O)([O-])C1=C(C(=C2C(=CC3=CC=CC4=CC=C1C2=C34)[N+](=O)[O-])[N+](=O)[O-])[N+](=O)[O-] 1,2,3,4-tetranitropyrene